4-isopropyl-5-(8-methyl-[1,2,4]triazolo[1,5-a]pyridin-6-yl)-N-(1-(2-(methylsulfonyl)ethyl)piperidin-4-yl)-1H-pyrazole-3-carboxamide C(C)(C)C=1C(=NNC1C=1C=C(C=2N(C1)N=CN2)C)C(=O)NC2CCN(CC2)CCS(=O)(=O)C